N-tetradecyl-2-(3,4-di-tetrahydropyranyloxyphenyl)-3,7-di-tetrahydropyranyloxyquinolin-4-one C(CCCCCCCCCCCCC)N1C(=C(C(C2=CC=C(C=C12)OC1OCCCC1)=O)OC1OCCCC1)C1=CC(=C(C=C1)OC1OCCCC1)OC1OCCCC1